FC(C1=CC=C(CN2CCN(CCC2)C=2SC(=CN2)C(=O)O)C=C1)(F)F 2-(4-(4-(trifluoromethyl)benzyl)-1,4-diazacycloheptan-1-yl)thiazole-5-carboxylic acid